1-naphthyl(ethoxy-α,α-dimethylglycine) phosphorochloridate P(O)(O)(=O)Cl.C1(=CC=CC2=CC=CC=C12)N(C(C(=O)O)(C)C)OCC